The molecule is a D-glucosyl salicylate in which the glucosyl moiety has beta-configuration at the anomeric centre. A transferrin binding compound used in research for cancer therapy. It is a D-glucosyl salicylate and a beta-D-glucoside. C1=CC=C(C(=C1)C(=O)O[C@H]2[C@@H]([C@H]([C@@H]([C@H](O2)CO)O)O)O)O